(1S,4r)-4-((S)-2-(3-Cyanobenzyl)-6-(methoxycarbonyl)-7-methyl-6,7,8,9-tetrahydro-3H-imidazo[4,5-f]chinolin-3-yl)cyclohexan C(#N)C=1C=C(CC=2N(C=3C(=C4CC[C@@H](N(C4=CC3)C(=O)OC)C)N2)C2CCCCC2)C=CC1